[N+](=O)([O-])[O-].[Zr+4].[N+](=O)([O-])[O-].[N+](=O)([O-])[O-].[N+](=O)([O-])[O-] zirconium nitrate salt